OP(O)OP(O)O.C(C)(C)(C)C1=C(C(=CC(=C1)C)C(C)(C)C)C(O)(C(CO)(CO)CO)C1CCCCC1 2,6-ditert-butyl-4-methyl-phenyl-cyclohexyl-pentaerythritol diphosphite